CCC[C@@H]1[C@H]2[C@](C(=O)O2)(NC1=O)[C@H](C(C)C)O The molecule is a beta-lactone proteasome inhibitor derived from lactacystin. It has a role as a proteasome inhibitor. It is a beta-lactone and a lactam. It derives from a lactacystin.